Methyl 4-[3-(4-bromo-2,6-dichlorobenzoyl)-5-fluoro-2,4-dihydro-1,3-benzoxazin-8-yl]-5-fluoro-2-morpholine-4-ylbenzoate BrC1=CC(=C(C(=O)N2COC3=C(C2)C(=CC=C3C3=CC(=C(C(=O)OC)C=C3F)N3CCOCC3)F)C(=C1)Cl)Cl